2-(1,3-diphenyl-1H-pyrazol-5-yl)aniline C1(=CC=CC=C1)N1N=C(C=C1C1=C(N)C=CC=C1)C1=CC=CC=C1